FC=1C=C(C=C(C1)F)C=1C(=NN(C(C1)=O)CC(=O)OC)OC methyl 2-(4-(3,5-difluorophenyl)-3-methoxy-6-oxopyridazin-1(6H)-yl)acetate